C[C@@H]1O[C@@H](CN(C1)C1=CC=CC(=N1)C1=NC2=CC(=NC=C2C=C1)CNC(=O)C1=CC2=C(OCCS2)C=C1)C N-((2-(6-((2S,6R)-2,6-dimethylmorpholino)pyridin-2-yl)-1,6-naphthyridin-7-yl)methyl)-2,3-dihydrobenzo[b][1,4]oxathiine-6-carboxamide